FC(C(=O)O)(F)F.NC1CCC(CC1)CN1C(\C(\C2=CC(=C(C=C12)C(=O)NC1CC1)F)=C/C=1NC(=CC1C)C)=O (Z)-1-(((1r,4r)-4-aminocyclohexyl)methyl)-N-cyclopropyl-3-((3,5-dimethyl-1H-pyrrol-2-yl)methylene)-5-fluoro-2-oxoindoline-6-carboxamide trifluoroacetate salt